FC=1C=C(C=CC1F)C1CN(CCO1)C(=O)NCC(C(=O)N)CC1=CC=C(C=C1)C(F)(F)F 3-{[2-(3,4-difluorophenyl)morpholine-4-carbonyl]amino}-2-{[4-(trifluoromethyl)phenyl]methyl}propanamide